4-(4-(piperidine-1-sulfonamido)phenyl)-1H-pyrrolo[2,3-b]pyridin N1(CCCCC1)S(=O)(=O)NC1=CC=C(C=C1)C1=C2C(=NC=C1)NC=C2